C(=O)(O)CCSC(=O)SC(CCC(=O)O)(C)C#N 4-((((2-carboxyethyl)thio)carbonyl)thio)-4-cyanopentanoic acid